ClN1C(=CC2=C(C(=CC=C12)F)OC)C(=O)N[C@H](C(=O)N[C@@H](C[C@H]1C(NC(C1)(C)C)=O)C#N)CC1CC1 chloro-N-[(1S)-2-[[(1S)-1-cyano-2-[(3R)-5,5-dimethyl-2-oxo-pyrrolidin-3-yl]ethyl]amino]-1-(cyclopropylmethyl)-2-oxo-ethyl]-5-fluoro-4-methoxy-1H-indole-2-carboxamide